N-((1s,4s)-4-((3,3,3-Trifluoropropyl)amino)cyclohexyl)-5,6-dihydrobenzo[f]imidazo[1,5-d][1,4]oxazepine-10-carboxamide FC(CCNC1CCC(CC1)NC(=O)C=1C=CC2=C(C=3N(CCO2)C=NC3)C1)(F)F